ClC1=CC=C(C(=C1C(=O)NC1=CC=C2C=NN(C2=C1)C=1C=NN(C1)C)F)C#N 6-Chloro-3-cyano-2-fluoro-N-(1-(1-methyl-1H-pyrazol-4-yl)-1H-indazol-6-yl)benzamide